(R)-6-(2-hydroxy-2-(3'-(trifluoromethyl)-[1,1'-biphenyl]-3-yl)acetyl)-2-(1-(thiophen-2-yl)cyclopropyl)-3,5,6,7,8,9-hexahydro-4H-pyrimido[5,4-c]azepin-4-one O[C@@H](C(=O)N1CC2=C(CCC1)N=C(NC2=O)C2(CC2)C=2SC=CC2)C=2C=C(C=CC2)C2=CC(=CC=C2)C(F)(F)F